CN(CCNC(=O)NC1=CC=C(C=C1)C=1C=CC2=C(N(C=N2)C2=CC=C(C=C2)N2CCOCC2)C1)C 1-(2-(dimethylamino)ethyl)-3-(4-(1-(4-morpholinophenyl)-1H-benzo[d]imidazol-6-yl)phenyl)urea